(2S,3S,4R,5R)-5-(2-(5-chloropyridin-3-yl)-6-((pyridin-2-ylmethyl)amino)-9H-purin-9-yl)-N-ethyl-3,4-dihydroxyltetrahydrofuran-2-formamide ClC=1C=C(C=NC1)C1=NC(=C2N=CN(C2=N1)[C@H]1[C@@H]([C@@H]([C@H](O1)C(=O)NCC)O)O)NCC1=NC=CC=C1